ClC1=CC(=C(C=C1)C1=NOC(=C1C1=NC=CC=C1CO)C1=C(C=C(C=C1)F)F)F (αS)-[3-(4-chloro-2-Fluorophenyl)-5-(2,4-difluorophenyl)-4-isooxazolyl]-3-pyridineMethanol